CC1(OB(OC1(C)C)C=1CN(CC1)C(=O)OCC1=CC=CC=C1)C Benzyl 3-(4,4,5,5-tetramethyl-1,3,2-dioxaborolan-2-yl)-2,5-dihydro-1H-pyrrole-1-carboxylate